4-chloro-1-[5-(difluoromethyl)-1,3,4-thiadiazol-2-yl]-N-(2,3-dimethyloxetan-3-yl)indazole-6-sulfonamide ClC1=C2C=NN(C2=CC(=C1)S(=O)(=O)NC1(C(OC1)C)C)C=1SC(=NN1)C(F)F